C1CC12NCCN(C2)C=2C1=C(N=CN2)NC(=C1)C1=CC=C(C=C1)NC(C1=NC=CC(=C1)CN1C[C@@H](CCC1)NC(C=C)=O)=O (R)-N-(4-(4-(4,7-diazaspiro[2.5]octan-7-yl)-7H-pyrrolo[2,3-d]pyrimidin-6-yl)phenyl)-4-((3-acrylamidopiperidin-1-yl)methyl)picolinamide